FC(C1=CC=C(OC=2C=C(N)C=CC2)C=C1)(F)F 3-(4-(trifluoromethyl)phenoxy)aniline